tert-Butyl 4-(3-(4-methylpiperazin-1-yl)propoxy)phenethylcarbamate CN1CCN(CC1)CCCOC1=CC=C(CCNC(OC(C)(C)C)=O)C=C1